ClC=1C=CC(=C(C1)CCN1[C@@H]([C@H]([C@@H]([C@H](C1)O)O)O)C)F (2R,3R,4R,5S)-1-(5-chloro-2-fluorophenylethyl)-2-methylpiperidine-3,4,5-triol